C1(CCCCC1)NC1=NC(=NC=C1C1=CC=C(C=C1)C)NC1=CC=C(C=C1)C N4-cyclohexyl-N2,5-bis-(p-tolyl)pyrimidine-2,4-diamine